5-bromo-1-(1-methyl-1H-pyrazol-4-yl)-1H-benzo[d]imidazole BrC1=CC2=C(N(C=N2)C=2C=NN(C2)C)C=C1